COC1=C(C(=C(C(Br)Br)C(=C1F)F)F)F 4-methoxytetrafluorobromobenzyl bromide